(R)-tert-butyl 3-(8-(4,4,5,5-tetramethyl-1,3,2-dioxaborolan-2-yl)-1,2,4a,5-tetrahydrobenzo[b]pyrazino[1,2-d][1,4]oxazin-3(4H)-yl)azetidine-1-carboxylate CC1(OB(OC1(C)C)C=1C=CC2=C(OC[C@@H]3N2CCN(C3)C3CN(C3)C(=O)OC(C)(C)C)C1)C